FC1(C[C@H](N(C1)C)COC=1N=C(C2=C(N1)C(=C(N=C2)C2=CN=CC1=CC=CC(=C21)C)F)N2C[C@@H](NCC2)CC#N)F 2-[(2s)-4-[2-[[(2s)-4,4-difluoro-1-methyl-pyrrolidin-2-yl]methoxy]-8-fluoro-7-(5-methyl-4-isoquinolyl)pyrido[4,3-d]pyrimidin-4-yl]piperazin-2-yl]acetonitrile